ethylenebisformamide C(CNC=O)NC=O